1-glycidyl methacrylate C(C(=C)C)(=O)OCC1CO1